NC1=CC2=C(C=N1)C(=NN2C2OCCCC2)I 6-amino-3-iodo-1-(tetrahydro-2H-pyran-2-yl)-1H-pyrazolo[4,3-c]Pyridine